[Na].C=C(C1=CC=CC=C1)C1=C(C=CC2=CC=CC=C12)CC1=CC=CC=C1 methylenedibenzyl-naphthalene sodium